CC1=C(C=CC(=C1)C(C)(C)C)C=1C(C2=CC=CC=C2C1)[SiH3] (2-methyl-4-t-butyl-phenylindenyl)silane